COC1=C(C(=CC=C1)OC[C@@H]1CNCCO1)C1=CC(=NN1)NC=1C=CC(=NC1)C#N (S)-5-((5-(2-methoxy-6-(morpholin-2-ylmethoxy)phenyl)-1H-pyrazol-3-yl)amino)picolinonitrile